ClC1=CC=C(OC=2C=CC=C3C(CCOC23)=O)C=C1 8-(4-chlorophenoxy)chroman-4-one